2-(3-chloro-4-(6-(1-methylcyclopropoxy)-9-((4-methylpyridin-2-yl)methyl)-9H-purin-8-yl)phenoxy)-N-(3-hydroxycyclobutyl)acetamide ClC=1C=C(OCC(=O)NC2CC(C2)O)C=CC1C=1N(C2=NC=NC(=C2N1)OC1(CC1)C)CC1=NC=CC(=C1)C